C(#N)[C@H](COC)NC(C1=CC=C(C=C1)C1=NC(=NC=C1C)NC=1C=NN(C1)CCO)=O (R)-N-(1-cyano-2-methoxyethyl)-4-(2-((1-(2-hydroxyethyl)-1H-pyrazol-4-yl)amino)-5-methylpyrimidin-4-yl)benzamide